[Na+].C1(C=CC(N1C1=CC=C(NC2=CC3=CC=C(C=C3C=C2)S(=O)(=O)[O-])C=C1)=O)=O 2-(4'-maleimidylanilino)naphthalene-6-sulfonic acid, sodium salt